2-[(1-methyloctadecyl)oxy]ethanol CC(CCCCCCCCCCCCCCCCC)OCCO